BrC1=C(NCC2(COC2)C)C(=CC(=C1)Cl)C1=C(C=NC=C1)F 2-bromo-4-chloro-6-(3-fluoropyridin-4-yl)-N-(3-methyloxetan-3-ylmethyl)aniline